FC1(CC(C1)NC=1N=CC2=C(N(C(C=3C=C(C=CC23)N2CC3(C2)CN(C3)C)=O)[C@@H]3CC[C@H](CC3)O)N1)F trans-3-((3,3-Difluorocyclobutyl)amino)-5-(4-hydroxycyclohexyl)-8-(6-methyl-2,6-diazaspiro[3.3]heptan-2-yl)pyrimido[4,5-c]isoquinolin-6(5H)-one